C(C=C)(=O)N1[C@H](CN(CC1)C1=NC(=NC=2CC(CCC12)N1CC2=CC(=CC=C2CC1)C#N)OCCN1CCCC1)CC#N 2-(4-((S)-4-Acryloyl-3-(cyanomethyl)piperazin-1-yl)-2-(2-(pyrrolidin-1-yl)ethoxy)-5,6,7,8-tetrahydroquinazolin-7-yl)-1,2,3,4-tetrahydroisoquinoline-7-carbonitrile